N-(5-chloro-4-cyano-2-fluorophenyl)-1H-pyrrole-3-sulfonamide ClC=1C(=CC(=C(C1)NS(=O)(=O)C1=CNC=C1)F)C#N